2-tert-butyl-6-[1-(3-tert-butyl-2-hydroxy-5-methylphenyl) ethyl]-4-methylphenyl acrylate C(C=C)(=O)OC1=C(C=C(C=C1C(C)C1=C(C(=CC(=C1)C)C(C)(C)C)O)C)C(C)(C)C